tert-Butyl N-[3-ethyl-5-[[2-[2-[6-(methanesulfonamido)-3-pyridyl]-5-methyl-1-piperidyl]-2-oxo-acetyl]amino]-2-pyridyl]carbamate C(C)C=1C(=NC=C(C1)NC(C(=O)N1C(CCC(C1)C)C=1C=NC(=CC1)NS(=O)(=O)C)=O)NC(OC(C)(C)C)=O